C1(CC1)C1=CC2=C(N(C(N=C2N2[C@H](CN(CC2)C(=O)OC(C)(C)C)C)=O)C=2C(=NC=CC2C)C(C)C)N=C1C1=C(C=CC(=C1)C)F tert-butyl (S)-4-(6-cyclopropyl-7-(2-fluoro-5-methylphenyl)-1-(2-isopropyl-4-methylpyridin-3-yl)-2-oxo-1,2-dihydropyrido[2,3-d]pyrimidin-4-yl)-3-methylpiperazine-1-carboxylate